4-(3-bromoprop-1-en-1-yl)-5-chloro-3-(difluoromethyl)-1-ethyl-1H-pyrazole BrCC=CC=1C(=NN(C1Cl)CC)C(F)F